1-[(2S)-2-(4-cyclopropyltriazol-1-yl)-3,3-dimethyl-butyryl]-4-hydroxy-pyrrolidine-2-carboxamide C1(CC1)C=1N=NN(C1)[C@H](C(=O)N1C(CC(C1)O)C(=O)N)C(C)(C)C